2-benzoyl-7-chloroquinazolin-4(3H)-one C(C1=CC=CC=C1)(=O)C1=NC2=CC(=CC=C2C(N1)=O)Cl